N-((1r,4r)-4-((2,2-dimethyltetrahydro-2H-pyran-4-yl)amino)cyclohexyl)-4-isopropyl-5-(8-methyl-[1,2,4]triazolo[1,5-a]pyridin-6-yl)-1H-pyrazole-3-carboxamide CC1(OCC[C@H](C1)NC1CCC(CC1)NC(=O)C1=NNC(=C1C(C)C)C=1C=C(C=2N(C1)N=CN2)C)C